C=1N=CN2C1C=CC(=C2)CN2C(N(C(C1=C2SC(=C1)S(=O)(=O)NC1(CC1)C)=O)CC=1C=NN(C1)C)=O 1-((Imidazo[1,5-a]Pyridine-6-yl)Methyl)-3-((1-Methyl-1H-Pyrazole-4-yl)Methyl)-N-(1-Methylcyclopropyl)-2,4-Dioxo-1,2,3,4-tetrahydrothieno[2,3-d]pyrimidin-6-sulfonamide